C(C)(C)(C)OC(=O)N1C[C@H](N(CC1)C1=NC(=NC2=C(C(=C(C=C12)Cl)Br)F)OC[C@H]1N(CCC1)C)C (R)-4-(7-bromo-6-chloro-8-fluoro-2-(((S)-1-methylpyrrolidin-2-yl)methoxy)quinazolin-4-yl)-3-methylpiperazine-1-carboxylic acid tert-butyl ester